F[C@@H]1[C@@H]([C@H]2CN([C@@]1(C2)C)C)N(C2=NN=C(S2)C2=C(C=C(C=C2)C2=NC(N(C=N2)C)=O)O)C 4-(4-(5-(((1R,4R,5R,6R)-6-fluoro-1,2-dimethyl-2-azabicyclo[2.2.1]heptan-5-yl)(methyl)amino)-1,3,4-thiadiazol-2-yl)-3-hydroxyphenyl)-1-methyl-1,3,5-triazin-2(1H)-one